COC=1C=C(C=CC1OC)C=1C(=CC=CC1)N 3',4'-dimethoxy-[1,1'-biphenyl]-2-amine